(S)-(1-(1-cyclohexyl-3-methyl-6-((1-(3,4,5-trimethoxyphenyl)-1H-imidazol-4-yl)amino)-1H-pyrazolo[3,4-d]pyrimidin-4-yl)pyrrolidin-2-yl)methanol C1(CCCCC1)N1N=C(C=2C1=NC(=NC2N2[C@@H](CCC2)CO)NC=2N=CN(C2)C2=CC(=C(C(=C2)OC)OC)OC)C